ethyl-6-methoxy-1H-1,3-benzodiazol-3-ium bromide [Br-].C(C)N1C=[NH+]C2=C1C=C(C=C2)OC